C(C)(C)(C)OC(=O)N1CC2(C1)CC(C2)=CC2=C(C=CC=C2OC)F 6-(2-fluoro-6-methoxybenzylidene)-2-azaspiro[3.3]heptane-2-carboxylic acid tert-butyl ester